(4aR,8aS)-6-[3-[4-(3,3-difluorocyclobutoxy)phenyl]azetidine-1-carbonyl]-4,4a,5,7,8,8a-hexahydropyrido[4,3-b][1,4]oxazin-3-one FC1(CC(C1)OC1=CC=C(C=C1)C1CN(C1)C(=O)N1C[C@@H]2[C@@H](OCC(N2)=O)CC1)F